racemic-6-((2S,2S)-2-(6-(2,4-dimethoxypyrimidin-5-yl)imidazo[1,2-b]pyridazin-8-yl)cyclopropyl)benzo[d]thiazole COC1=NC=C(C(=N1)OC)C=1C=C(C=2N(N1)C=CN2)[C@@H]2[C@@H](C2)C2=CC1=C(N=CS1)C=C2 |&1:20|